5-((4-(Azetidin-1-yl)-3-((methylsulfonyl)methyl)phenyl)amino)-7-(cyclopropylamino)pyrazolo[1,5-a]pyrimidin-3-carbonitril N1(CCC1)C1=C(C=C(C=C1)NC1=NC=2N(C(=C1)NC1CC1)N=CC2C#N)CS(=O)(=O)C